L-leucine methyl ester nitrate [N+](=O)(O)[O-].COC([C@@H](N)CC(C)C)=O